ClC1=NC=CC=2C1=CNN2 4-chloro-2H-pyrazolo[4,3-c]pyridine